ClC=1C=C(C=CC1)C(C#C)O 1-(3-chlorophenyl)-2-propyne-1-ol